C(C)(C)(C)OC(=O)N1CCC(CC1)N1N=C2C=C(C(=CC2=C1)NC(=O)C1=NC(=CC=C1)C(F)(F)F)OC(F)F 4-(6-(difluoromethoxy)-5-(6-(trifluoromethyl)pyridinecarboxamido)-2H-indazol-2-yl)piperidine-1-carboxylic acid tert-butyl ester